NC1=NC=2C=CC(=CC2C2=C1C=NN2C)C(=O)N(N(C(OCC(F)F)=O)C)CC2=NC=C(C=C2)C(F)(F)F 2,2-difluoroethyl N-[(4-amino-1-methyl-pyrazolo[4,3-c]quinoline-8-carbonyl)-[[5-(trifluoromethyl)-2-pyridyl]methyl]amino]-N-methyl-carbamate